5-(propan-1-yn-1-yl)-1H-indazole-7-carboxamide C(#CC)C=1C=C2C=NNC2=C(C1)C(=O)N